4-(1-methyl-1H-indazol-3-yl)-7-(1-methyl-1H-pyrazol-4-yl)quinazoline CN1N=C(C2=CC=CC=C12)C1=NC=NC2=CC(=CC=C12)C=1C=NN(C1)C